ClC=1N=NC(=CC1C#CCCO)Cl 4-(3,6-dichloropyridazin-4-yl)but-3-yn-1-ol